2-(2-(difluoromethoxy)-7-methylquinoxalin-5-yl)-4,5,6,7-tetrahydrobenzofuran-4-ol FC(OC1=NC2=CC(=CC(=C2N=C1)C=1OC2=C(C1)C(CCC2)O)C)F